[Ru].C(C)C1=CCC=CC1 ethyl-1,4-cyclohexadiene ruthenium